ethylhexyl propionate C(CC)(=O)OC(CCCCC)CC